O1C(OCC1)C1CCN(CC1)C1=CC(=C(C=C1)C1CCN(CC1)C1=C(C(=C(C#N)C=C1)C(F)(F)F)F)F 4-(4-{4-[4-(1,3-Dioxolan-2-yl)piperidin-1-yl]-2-fluorophenyl}piperidin-1-yl)-3-fluoro-2-(trifluoromethyl)benzonitrile